F[C@@H]1C[C@H](N(C1)C(CN1N=C(C2=CC(=CC=C12)C1=CN=NC=C1)C(=O)N)=O)C(NC)=O 1-(2-((2S,4R)-4-fluoro-2-(methylcarbamoyl)pyrrolidin-1-yl)-2-oxoethyl)-5-(pyridazin-4-yl)-1H-indazole-3-carboxamide